C1(CC1)C1=CC(=NN1)NC1=NC(=NC=C1)N1C2CC(C1)(C2)C(C)(C)OC N-(5-Cyclopropyl-1H-pyrazol-3-yl)-2-[4-(1-methoxy-1-methyl-ethyl)-2-azabicyclo[2.1.1]hexan-2-yl]pyrimidin-4-amine